tert-butyl (2S)-2-(hydroxymethyl)-4-(trifluoromethyl)-2,3-dihydropyrrole-1-carboxylate OC[C@H]1N(C=C(C1)C(F)(F)F)C(=O)OC(C)(C)C